ClC=1C=C2C=CN(C(C2=CC1)=O)[C@@H](C(=O)NC1=CC=C(C=C1)C1=NC=CC=N1)C (R)-2-(6-Chloro-1-oxoisoquinolin-2(1H)-yl)-N-(4-(pyrimidin-2-yl)phenyl)propanamide